O(C1=CC=CC=C1)C=1C=C(C=CC1)C1=CN=C(N1COCC[Si](C)(C)C)C(=O)[O-] 5-(m-Phenoxyphenyl)-1-{[2-(trimethylsilyl)ethoxy]methyl}-1H-imidazole-2-carboxylate